O=C1NC2=C(C=CC=C2C1=O)C(=O)NC1CCC(CC1)NC1=CC=CC=2N1C=C(N2)C(F)(F)F 2,3-dioxo-N-[(1s,4s)-4-{[2-(trifluoromethyl)imidazo[1,2-a]pyridin-5-yl]amino}cyclohexyl]-2,3-dihydro-1H-indole-7-carboxamide